ClC=1C=C2C(C(=O)N(C2=O)CCCCCCCCCCCCCCCC)=CC1Cl 4,5-dichloro-N-hexadecylphthalimide